3,4-dibromo-1,5-diazanaphthalene BrC=1C=NC2=CC=CN=C2C1Br